N-[1-[6-[6-(difluoromethyl)imidazo[1,2-b]pyridazin-3-yl]pyrimidin-4-yl]-2-methyl-3-piperidinyl]methanesulfonamide FC(C=1C=CC=2N(N1)C(=CN2)C2=CC(=NC=N2)N2C(C(CCC2)NS(=O)(=O)C)C)F